6-Chloro-N-[3-(3-fluorophenyl)-1-methyl-1H-pyrazol-5-yl]quinoline-7-carboxamide ClC=1C=C2C=CC=NC2=CC1C(=O)NC1=CC(=NN1C)C1=CC(=CC=C1)F